O1CCN(CC1)CCC1NC2=C(OC1)C=C(C=C2[N+](=O)[O-])S(=O)(=O)NC(C2=CC=CC=C2)=O N-((3-(2-morpholinoethyl)-5-nitro-3,4-dihydro-2H-benzo[b][1,4]oxazin-7-yl)sulfonyl)benzamide